OC1=C(C=CC=C1)C=1C=C2N3CCN(C[C@@H]3CNC2=NN1)C1=NC=C(C=N1)C1CCN(CC1)C1CCC2(CN(C2)C(=O)OC(C)(C)C)CC1 tert-butyl 7-[4-[2-[(10S)-4-(2-hydroxyphenyl)-1,5,6,8,12-pentazatricyclo[8.4.0.02,7]tetradeca-2,4,6-trien-12-yl]pyrimidin-5-yl]-1-piperidyl]-2-azaspiro[3.5]nonane-2-carboxylate